FC(CN1N=CC(=C1)C1=NC=CC(=N1)NC1=NC=C(C(=C1)NC1CCC(CC1)CCO)C1=NN(C(=C1)C(F)(F)F)C)F 2-((1s,4s)-4-((2-((2-(1-(2,2-Difluoroethyl)-1H-pyrazol-4-yl)pyrimidin-4-yl)amino)-5-(1-methyl-5-(trifluoromethyl)-1H-pyrazol-3-yl)pyridin-4-yl)amino)cyclohexyl)ethan-1-ol